COC(COC=1C=CC2=C(N=C(O2)C2=C3C=C(N=CC3=C(N=C2)NC)NC(=O)C2CC2)C1)(C)C N-(5-(5-(2-methoxy-2-methylpropyloxy)benzo[d]oxazol-2-yl)-8-(methylamino)-2,7-naphthyridin-3-yl)cyclopropanecarboxamide